(6-bromopyridin-2-yl)-2-methylpropane-1-ol BrC1=CC=CC(=N1)C(C(C)C)O